1-(4-(1-(2-methoxyethyl)-1H-pyrazol-3-yl)-2-(4-(trifluoromethyl)phenyl)-5,8-dihydropyrido[3,4-d]pyrimidin-7(6H)-yl)prop-2-en-1-one COCCN1N=C(C=C1)C=1C2=C(N=C(N1)C1=CC=C(C=C1)C(F)(F)F)CN(CC2)C(C=C)=O